(S)-7-(3-(azidomethyl)-1-pyrrolidinyl)-1-cyclopropyl-6-fluoro-1,4-dihydro-4-oxo-1,8-naphthyridine-3-carboxylic acid methyl ester COC(=O)C1=CN(C2=NC(=C(C=C2C1=O)F)N1C[C@H](CC1)CN=[N+]=[N-])C1CC1